guanylglycinyl-N-(1-heptadecylstearyl)glycinamide C(N)(=N)NCC(=O)NCC(=O)NC(CCCCCCCCCCCCCCCCC)CCCCCCCCCCCCCCCCC